ClC1=C(C=C(C=C1)C)C(=O)N1CCOC2(C1)C=C(C(C(C2)(C)C)=O)C#N 4-(2-chloro-5-methylbenzene-1-carbonyl)-10,10-dimethyl-9-oxo-1-oxa-4-azaspiro[5.5]undec-7-ene-8-carbonitrile